7-bromoheptane-1,2-diol BrCCCCCC(CO)O